COC1=C(CN2C=NC3=C(C2=O)SC2=C3C(=C3C(=N2)CC(OC3)(C)C)COC3CCN(CC3)C)C=CC(=C1)OC 3-(2,4-Dimethoxybenzyl)-8,8-dimethyl-11-(((1-methylpiperidin-4-yl)oxy)methyl)-7,10-dihydro-8H-pyrano[3'',4'':5',6']pyrido[3',2':4,5]thieno[3,2-d]pyrimidin-4(3H)-one